CC1=C(C(=CC=C1)C)NC(=O)[C@@H]1N(CCCC1)C |r| (RS)-N-(2,6-dimethylphenyl)-1-methylpiperidine-2-carboxamide